C(C)(=O)C1=C(C2=C(N=C(N=C2)NC2=NC=C(C=C2)N2CCNCC2)N(C1=O)C1CCCC1)C 6-acetyl-8-cyclopentyl-5-methyl-2-[(5-piperazin-1-yl-2-pyridinyl)amino]pyrido[2,3-d]pyrimidin-7-one